(3S*,4R*)-4-amino-3-hydroxytetrahydro-2H-thiopyran 1,1-dioxide N[C@H]1[C@@H](CS(CC1)(=O)=O)O |o1:1,2|